FC=1C=C(C=C(C1)F)C=1N(N=C2C(N(CCC21)C(=O)C2=CC=C1C=CN=CC1=C2)C)C (3-(3,5-difluorophenyl)-2,7-dimethyl-2,4,5,7-tetrahydro-6H-pyrazolo[3,4-c]pyridin-6-yl)(isoquinolin-7-yl)methanone